3,3-dimethyl-1,3-dihydro-2-benzofuran-1-one CC1(OC(C2=C1C=CC=C2)=O)C